C(C)OC1=NC=CC=C1C=1N=CC=NC1 5-(2-ethoxypyridin-3-yl)pyrazin